[K].[V] Vanadium-potassium